O=C1N(CCC=2C=3CCCCC3SC12)C=1C(=CC=NC1)C=O 5-{6-oxo-8-thia-5-azatricyclo[7.4.0.02,7]trideca-1(9),2(7)-dien-5-yl}pyridine-4-carbaldehyde